methyl 2-(chloromethyl)-4-(2-methoxyethoxy)-1-(thiazol-5-ylmethyl)-1H-benzo[d]imidazole-6-carboxylate ClCC1=NC2=C(N1CC1=CN=CS1)C=C(C=C2OCCOC)C(=O)OC